NCC=1C=C(C=CC1)C=1C=C2C(=NN(C2=CC1)C(C)C)C(OC1=C(C=CC=C1)CC(=O)O)C1=CC=CC=C1 2-(2-((5-(3-(aminomethyl)phenyl)-1-isopropyl-1H-indazol-3-yl)(phenyl)methoxy)phenyl)acetic acid